2-((((9H-fluoren-9-yl) methoxy) carbonyl) amino)-3-iodobutyrate C1=CC=CC=2C3=CC=CC=C3C(C12)COC(=O)NC(C(=O)[O-])C(C)I